COC=1C=C(C2=C(C=NS2(=O)=O)C1)OC 5,7-dimethoxy-1,2-benzothiazole 1,1-dioxide